4-(4-fluorophenyl)-5,6-dihydro-2H-pyran-2-one FC1=CC=C(C=C1)C1=CC(OCC1)=O